trans-3-amino-6'-chloro-2'-methyl-1',2'-dihydro-3'H-spiro[cyclobutane-1,4'-isoquinolin]-3'-one phosphate P(=O)(O)(O)O.NC1CC2(C(N(CC3=CC=C(C=C23)Cl)C)=O)C1